C1(CC1)N(CC[C@@H](C(=O)O)NC(C(CO)(C1=CC=CC=C1)C)=O)CCCCC1=NC=2NCCCC2C=C1 (2S)-4-(cyclopropyl(4-(5,6,7,8-tetrahydro-1,8-naphthyridin-2-yl)butyl)amino)-2-(3-hydroxy-2-methyl-2-phenylpropanamido)butanoic acid